1-(cyclohexylmethyl)-3,4-dimethyl-N-(2-oxo-1,2-dihydropyridin-4-yl)-1H-pyrazole-5-carboxamide C1(CCCCC1)CN1N=C(C(=C1C(=O)NC1=CC(NC=C1)=O)C)C